4-[(3-nitrophenyl)diazenyl]-phenol [N+](=O)([O-])C=1C=C(C=CC1)N=NC1=CC=C(C=C1)O